tert-butyl 9-fluoro-5-(hydroxymethyl)-7-carbonyl-2,3-dihydro-1H,7H-pyrido[1,2,3-de]quinoxaline-1-carboxylate FC=1C=C2C=3N(CCN(C3C1)C(=O)OC(C)(C)C)C(=CC2=C=O)CO